[(1S,3S,4R)-3-hydroxy-4-(methylamino)cyclohexyl]-phenyl-methanone trifluoroacetate FC(C(=O)O)(F)F.O[C@H]1C[C@H](CC[C@H]1NC)C(=O)C1=CC=CC=C1